N1(CCCCC1)C(C(O)(C1=CC=CC=C1)C1=CC=CC=C1)C1=CC=CC=C1 2-piperidino-1,1,2-triphenylethanol